BrC1=C(C=C(C(=O)N2CC=3N(C[C@H]2C)C(N(C3C(=O)NCC3=C(C=CC=C3)C3=NC=CC=N3)C3=CC=C(C=C3)OC3CC3)=O)C=C1)C#N |r| rac-(6R)-7-(4-bromo-3-cyano-benzoyl)-2-[4-(cyclopropoxy)phenyl]-6-methyl-3-oxo-N-[(2-pyrimidin-2-ylphenyl)methyl]-6,8-dihydro-5H-imidazo[1,5-a]pyrazine-1-carboxamide